ClC=1N=C(C=2CCN(CC2C1C#N)CC=1C(=NC(=CC1)OC1CC(C1)(C)O)C)NCC#N 3-chloro-1-(cyanomethylamino)-6-[[6-(3-hydroxy-3-methyl-cyclobutoxy)-2-methyl-3-pyridyl]methyl]-7,8-dihydro-5H-2,6-naphthyridine-4-carbonitrile